NC1=NC=C(C2=C1C=NN2)NC(C(N2[C@H](CC[C@H](C2)C)C=2N(N=CC2)C)=O)=O |r| Racemic-N-(4-amino-1H-pyrazolo[4,3-c]pyridin-7-yl)-2-oxo-2-[rac-(2R,5R)-5-methyl-2-(2-methylpyrazol-3-yl)-1-piperidyl]acetamide